Spirobi-fluoren C12(C=CC=C3C4=CC=CC=C4C=C13)C=CC=C1C3=CC=CC=C3C=C12